7-(2-fluorophenyl)-1-(2-isopropyl-4-methylpyridin-3-yl)pyrido[2,3-d]pyrimidin-2(1H)-one FC1=C(C=CC=C1)C=1C=CC2=C(N(C(N=C2)=O)C=2C(=NC=CC2C)C(C)C)N1